CC1=C(C(=O)N)C=CC(=C1)C#CC(F)(F)F methyl-4-(3,3,3-trifluoroprop-1-ynyl)benzamide